2-[[(1R)-1-(3,6-dimethyl-4-oxo-2-phenyl-benzopyran-8-yl)ethyl]amino]-N,N-dimethyl-benzamide CC1=C(OC2=C(C1=O)C=C(C=C2[C@@H](C)NC2=C(C(=O)N(C)C)C=CC=C2)C)C2=CC=CC=C2